C(C1=CC=CC=C1)[C@@](C(=O)O)([C@H](C)N=[N+]=[N-])NC(=O)OCC1C2=CC=CC=C2C=2C=CC=CC12.OC=1C=C(C=CC1O)C1OC=2C=C(C=C(C2CC1O)O)O 2-(3,4-Dihydroxyphenyl)Chromane-3,5,7-Triol benzyl-(2S,3S)-2-((((9H-fluoren-9-yl)methoxy)carbonyl)amino)-3-azidobutanoate